C(C)(C)(C)OC(=O)NC1=C(N=CS1)C(=O)OCC ethyl 5-((tert-butoxycarbonyl)amino)thiazole-4-carboxylate